(4-(7-((5,7-difluoro-2-methyl-1H-benzo[d]imidazol-6-yl)oxy)quinoxalin-2-yl)-1H-pyrazol-1-yl)-2-methylpropan-2-ol FC1=CC2=C(NC(=N2)C)C(=C1OC1=CC=C2N=CC(=NC2=C1)C=1C=NN(C1)CC(C)(O)C)F